C(C)OC1=CC(=C(C=C1)C1=CN=CC(=N1)C(=O)N/N=C/C1=CC(=CC=C1)OC)OC(C)C (E)-6-(4-ethoxy-2-isopropoxyphenyl)-N'-(3-methoxybenzylidene)pyrazine-2-carbohydrazide